8,8-dimethyl-4-((S)-2-(methylamino)propanamido)-5-oxooctahydropyrrolo[2,1-b][1,3]thiazepine-7-carboxamide CC1(CC2SCCC(C(N2C1C(=O)N)=O)NC([C@H](C)NC)=O)C